COC1=CC=C(C=C1)C1O[C@@H]([C@H](O1)C=C)C=C (4R,5R)-2-(4-methoxyphenyl)-4,5-divinyl-1,3-dioxolane